The molecule is a pentacyclic triterpenoid that is olean-18-ene substituted by an acetyloxy group at position 3 and a carboxy group at position 28. It has been isolated from Juglans sinensis. It has a role as a plant metabolite. It is a pentacyclic triterpenoid, a monocarboxylic acid and an acetate ester. It derives from a hydride of an oleanane. CC(=O)O[C@H]1CC[C@@]2([C@H]3CC[C@@H]4C5=CC(CC[C@@]5(CC[C@]4([C@@]3(CC[C@H]2C1(C)C)C)C)C(=O)O)(C)C)C